O=C1NC(CCC1N1C(N(C2=C1C=CC(=C2)C2CCN(CC2)CC2C(C2)C(=O)O)C)=O)=O 2-[[4-[1-(2,6-dioxo-3-piperidyl)-3-methyl-2-oxo-benzimidazol-5-yl]-1-piperidyl]methyl]cyclopropanecarboxylic acid